N1(C=NC=C1)C1=C(C(=O)O)C=CC(=C1)C(=O)O 2-(imidazole-1-yl)terephthalic acid